rac-tert-Butyl 3-methylenepyrrolidine-1-carboxylate C=C1CN(CC1)C(=O)OC(C)(C)C